(5RS)-2-(4-Methylbenzyl)-{[(2R)-2-methylpyrrolidin-1-yl]carbonyl}-5,6,7,8-tetrahydro[1,2,4]triazolo[4,3-a]pyridin-3(2H)-one CC1=CC=C(CN2N=C3N([C@H](CCC3)C(=O)N3[C@@H](CCC3)C)C2=O)C=C1 |&1:10|